OC1=C(C=CC(=C1)C(C)O)CC(=O)OCC ethyl 2-(2-hydroxy-4-(1-hydroxy ethyl)phenyl)acetate